(4-(1-cyanoisoquinolin-5-yl)phenyl)boric acid C(#N)C1=NC=CC2=C(C=CC=C12)C1=CC=C(C=C1)OB(O)O